4-methyl-(thiazolo[4,5-B]pyridin) CN1C=2C(=CC=C1)SCN2